(S)-[2-chloro-4-fluoro-5-(7-morpholin-4-yl-quinazolin-4-yl)-phenyl]-(6-methoxypyridazin-3-yl)-methanol ClC1=C(C=C(C(=C1)F)C1=NC=NC2=CC(=CC=C12)N1CCOCC1)[C@H](O)C=1N=NC(=CC1)OC